C(C)N(CCCNC(OC(CCCO[Si](C)(C)C(C)(C)C)CCCCCC)=O)CC 1-((tert-butyldimethylsilyl)oxy)decan-4-yl (3-(diethylamino)propyl)carbamate